3-(3-methyl-4-(3-(((R)-pyrrolidin-3-yl)oxy)prop-1-yn-1-yl)-1H-indazole-1-yl)piperidine-2,6-dione CC1=NN(C2=CC=CC(=C12)C#CCO[C@H]1CNCC1)C1C(NC(CC1)=O)=O